FC(=C)CF 2,3-Difluoroprop-1-ene